2-(4-(2-(2,6-Dichlorophenyl)-3-(hydroxymethyl)imidazo[2,1-f][1,6]naphthyridin-9-yl)-1H-pyrazol-1-yl)-2-methylpropan-1-ol ClC1=C(C(=CC=C1)Cl)C=1N=C2C=3C=C(C=NC3C=CN2C1CO)C=1C=NN(C1)C(CO)(C)C